FC(F)C1=C(C=CC=C1F)C1=CC=CC=C1 (difluoromethyl)-3-fluoro-[1,1'-biphenyl]